C1(CC1)C1=CC(=C(C=C1)N(C(=O)[C@@H]1N(C[C@@H](C1)OC)C(=O)OC(C)(C)C)C(C(=O)NC1CCC(CC1)(F)F)C=1C=NC=CC1C(F)(F)F)F Tert-butyl (2R,4R)-2-[(4-cyclopropyl-2-fluoro-phenyl)-[2-[(4,4-difluorocyclohexyl)amino]-2-oxo-1-[4-(trifluoromethyl)-3-pyridyl]ethyl]carbamoyl]-4-methoxy-pyrrolidine-1-carboxylate